methyl 4-(4-chlorobenzoyl)-5-pentyl-2-phenylfuran-3-carboxylate ClC1=CC=C(C(=O)C=2C(=C(OC2CCCCC)C2=CC=CC=C2)C(=O)OC)C=C1